C1(=CC=CC=C1)P(CCC)C1=CC=CC=C1 Diphenyl-propyl-phosphine